tert-Butyl (2S,5R)-4-(1-(4-(methoxycarbonyl)phenyl)ethyl)-2,5-dimethylpiperazine-1-carboxylate COC(=O)C1=CC=C(C=C1)C(C)N1C[C@@H](N(C[C@H]1C)C(=O)OC(C)(C)C)C